(3R,4r,5S)-1-{[4-amino-2-(difluoromethoxy)phenyl]methyl}-3,5-dimethylpiperidin-4-ol NC1=CC(=C(C=C1)CN1C[C@H](C([C@H](C1)C)O)C)OC(F)F